O=C1NC(CCC1N1C(C2=CC=C(C=C2C1=O)NCC(=O)N1CCC(CC1)CN1CCC2(CC(C2)N2CCC(CC2)N2N=CC=C2)CC1)=O)=O 1-(1-(7-((1-((2-(2,6-dioxopiperidin-3-yl)-1,3-dioxoisoindolin-5-yl)glycyl)piperidin-4-yl)methyl)-7-azaspiro[3.5]nonan-2-yl)piperidin-4-yl)-1H-pyrazol